CN(CCCC(N)N)C (3-dimethylaminopropyl)-methanediamine